3-(6-(furan-3-yl)-5-nitro-2H-indazol-2-yl)propanamide O1C=C(C=C1)C=1C(=CC2=CN(N=C2C1)CCC(=O)N)[N+](=O)[O-]